C(C)C(C(=O)OOOC(C)(C)C)CC t-Butylperoxy diethylacetate